3-(4-(5-(trifluoromethyl)pyrimidin-2-yl)piperazine-1-carbonyl)-1H-pyrrol FC(C=1C=NC(=NC1)N1CCN(CC1)C(=O)C1=CNC=C1)(F)F